FC1(CN(CC1)C1=NC=CC(=C1NC(=O)N1CCC(CC1)OC1=C(C=CC=C1)C(F)(F)F)C1=C(C=CC=C1)F)F N-[2-(3,3-difluoropyrrolidin-1-yl)-4-(2-fluorophenyl)-3-pyridyl]-4-[2-(trifluoromethyl)phenoxy]piperidin-1-carboxamide